bis(3-triethoxysilylpropyl) trisulfide C(C)O[Si](CCCSSSCCC[Si](OCC)(OCC)OCC)(OCC)OCC